(3aR,5s,6aS)-N-(6-(5-fluoro-2-methylphenyl)-4-(trifluoromethyl)pyridazin-3-yl)-2-((4-fluorotetrahydro-2H-pyran-4-yl)methyl)octahydro-cyclopenta[c]pyrrol-5-amine FC=1C=CC(=C(C1)C1=CC(=C(N=N1)NC1C[C@@H]2[C@@H](CN(C2)CC2(CCOCC2)F)C1)C(F)(F)F)C